4-[[3-[4-(difluoromethoxy)-2,3-difluorophenyl]imidazo[1,2-a]pyrazin-8-yl]amino]-2-ethyl-N-[2-(2-hydroxy-ethylamino)ethyl]benzamide FC(OC1=C(C(=C(C=C1)C1=CN=C2N1C=CN=C2NC2=CC(=C(C(=O)NCCNCCO)C=C2)CC)F)F)F